O[C@H]1COCC[C@@H]1N1N=NC2=C(C1=O)C=C(C(=C2C)C)CC2=CC=C(C=C2)N2N=CC=C2 3-((3R,4S)-3-hydroxytetrahydro-2H-pyran-4-yl)-7,8-dimethyl-6-(4-(1H-pyrazol-1-yl)benzyl)-1,2,3-benzotriazin-4(3H)-one